O=CCNC(CCOCCOCCOCCOCCOCCOCCOCCOCCOCCOCCOCCOCCOCCC(=O)[O-])=O 1,4-dioxo-7,10,13,16,19,22,25,28,31,34,37,40,43-tridecaoxa-3-aza-hexatetracontan-46-oate